C(=C)C1=C2C(=NC(=C1)C(=O)O)C=CN2 7-vinyl-1H-pyrrolo[3,2-b]pyridine-5-carboxylic acid